C(C)(C)(C)OC(=O)N1CC(N(C(C1)C)C=1SC(=C(N1)C1=C(C(=CC=C1)NS(=O)(=O)C1=C(C=CC=C1F)F)F)C1=NC(=NC=C1)Cl)C 4-(5-(2-Chloropyrimidin-4-yl)-4-(3-(2,6-difluorophenylsulfonylamino)-2-fluorophenyl)thiazol-2-yl)-3,5-dimethylpiperazine-1-carboxylic acid tert-butyl ester